heptadecan-9-yl 8-((6-((S)-2-amino-3-(1H-indol-3-yl)propanamido)-2-hydroxyhexyl)(6-oxo-6-(undecyloxy)hexyl)amino)octanoate N[C@H](C(=O)NCCCCC(CN(CCCCCCCC(=O)OC(CCCCCCCC)CCCCCCCC)CCCCCC(OCCCCCCCCCCC)=O)O)CC1=CNC2=CC=CC=C12